The molecule is a member of the class of xanthones that is 9H-xanthene substituted by hydroxy group at positions 1, 3 and 7, an oxo group at position 9 and prenyl groups at positions 2 and 4. It has been isolated from the stems of Cratoxylum cochinchinense It has a role as a metabolite and a plant metabolite. It is a member of xanthones and a member of phenols. CC(=CCC1=C(C(=C2C(=C1O)C(=O)C3=C(O2)C=CC(=C3)O)CC=C(C)C)O)C